(R)-N-(1-(8-bromo-9H-pyrido[3,4-b]indol-1-yl)ethyl)acetamide BrC=1C=CC=C2C3=C(NC12)C(=NC=C3)[C@@H](C)NC(C)=O